CC1(CC1)N1C(=NN=C1)OC1C[C@H](CC1)C1=NC(=NC=C1)N (S)-(3-((4-(1-methylcyclopropyl)-4H-1,2,4-triazol-3-yl)oxy)cyclopentyl)pyrimidin-2-amine